ClC=1C(=NNC1C1=CC(=NC=C1)OC)C(=O)N1CCC(CC1)C(=O)NC1CCC(CC1)C 1-[4-chloro-5-(2-methoxypyridin-4-yl)-1H-pyrazole-3-carbonyl]-N-[(1r,4r)-4-methylcyclohexyl]piperidine-4-carboxamide